3-(3,6-dichloro-5-methyl-1,2-diazin-4-yl)propanoic acid ClC=1N=NC(=C(C1CCC(=O)O)C)Cl